BrCCCCCCCCC(=O)OC\C=C/CCCCCC (Z)-non-2-en-1-yl 9-bromononanoate